di(tert-butyl) phenyl-phosphonite C1(=CC=CC=C1)P(OC(C)(C)C)OC(C)(C)C